7-(4,4,5,5-tetramethyl-1,3,2-dioxaborolan-2-yl)-4H-1,4-benzoxazin-3-one CC1(OB(OC1(C)C)C1=CC2=C(NC(CO2)=O)C=C1)C